1,2-di-p-tolyl-3,3-dibromocyclopropane C1(=CC=C(C=C1)C1C(C1(Br)Br)C1=CC=C(C=C1)C)C